Cerium carbide [C-]#[C].[Ce]